N-(1,2,2,6,6-pentamethyl-4-piperidyl)-1,2,2,6,6-pentamethyl-4-piperidineamine CN1C(CC(CC1(C)C)NC1CC(N(C(C1)(C)C)C)(C)C)(C)C